6-bromo-2-({[tert-butyl(dimethyl)silyl]oxy}methyl)-1-(3,3-difluorocyclobutyl)-4-fluoro-1H-benzimidazole BrC=1C=C(C2=C(N(C(=N2)CO[Si](C)(C)C(C)(C)C)C2CC(C2)(F)F)C1)F